(Z)-5-((4-(2-ethoxyvinyl)-6-fluoro-1-tosyl-1H-indol-5-yl)oxy)-2-fluorobenzonitrile C(C)O\C=C/C1=C2C=CN(C2=CC(=C1OC=1C=CC(=C(C#N)C1)F)F)S(=O)(=O)C1=CC=C(C)C=C1